2-(6-(((1S,2R,3R,5S,6R)-2-fluoro-6-methoxy-1-methyl-8-azabicyclo[3.2.1]octan-3-yl)oxy)pyridazin-3-yl)-5-(1H-imidazol-1-yl)phenol F[C@@H]1[C@@]2(C[C@H]([C@H](C[C@H]1OC1=CC=C(N=N1)C1=C(C=C(C=C1)N1C=NC=C1)O)N2)OC)C